3-{1-[(4-methyl-1,2,4-triazol-3-yl)methyl]cyclopropyl}aniline CN1C(=NN=C1)CC1(CC1)C=1C=C(N)C=CC1